2-(7-cyano-3-fluoropyrazolo[1,5-a]pyridin-4-yl)-4-methyl-1,2,3,4-tetrahydropyrazine C(#N)C1=CC=C(C=2N1N=CC2F)C2NC=CN(C2)C